[As](F)(F)F arsenic(III) fluoride